4-((tert-butoxycarbonyl)((2S,4R)-2-methyl-1-propanoyl-1,2,3,4-tetrahydroquinolin-4-yl)amino)benzoic acid C(C)(C)(C)OC(=O)N(C1=CC=C(C(=O)O)C=C1)[C@@H]1C[C@@H](N(C2=CC=CC=C12)C(CC)=O)C